CC1(C(OC1)C1=CC=C(C=C1)CN)C (4-(3,3-Dimethyloxetan-2-yl)phenyl)methylamine